1-[2-(difluoromethoxy)-4-(trifluoromethyl)phenyl]-8-fluoro-N-[(3R)-1-(propan-2-yl)piperidin-3-yl]pyrrolo[1,2-d][1,2,4]triazin-4-amine FC(OC1=C(C=CC(=C1)C(F)(F)F)C=1C=2N(C(=NN1)N[C@H]1CN(CCC1)C(C)C)C=CC2F)F